FC1(CCC(CC1)[C@H](NC(=O)C1=NON=C1C)C=1N=C2N(N=CC(=N2)C2(CCNCC2)C(NCC(C)(F)F)=O)C1)F N-[(S)-(4,4-difluorocyclohexyl){3-[4-(2,2-difluoropropylcarbamoyl)piperidin-4-yl]-imidazo[1,2-b][1,2,4]triazin-6-yl}methyl]-4-methyl-1,2,5-oxadiazole-3-carboxamide